ClC(C(=O)NC1CCN(CC1)C1=NC(=C(N=C1)C1=CC=CC=C1)C1=CC=CC=C1)=C 2-chloro-N-(1-(5,6-diphenylpyrazin-2-yl)piperidin-4-yl)acrylamide